NC=1C(=NC(=CC1)OC)C#CCCNC(OC(C)(C)C)=O tert-butyl (4-(3-amino-6-methoxypyridin-2-yl)but-3-yn-1-yl)carbamate